2-bromo-3-hept-1-enyl-1,4-dimethoxymethoxybenzene BrC1=C(C=CC(=C1C=CCCCCC)OCOC)OCOC